2-Hydroxy-6-phenyl-1-naphthaldehyde OC1=C(C2=CC=C(C=C2C=C1)C1=CC=CC=C1)C=O